di-n-octyltin di-neodecanoate C(CCCCCC(C)(C)C)(=O)[O-].C(CCCCCC(C)(C)C)(=O)[O-].C(CCCCCCC)[Sn+2]CCCCCCCC